[3-(2-aminoethyl)aminopropyl]trimethoxy-silane NCCNCCC[Si](OC)(OC)OC